(4-(((4-methoxybenzyl)oxy)methyl)-2-oxabicyclo[2.1.1]hexan-1-yl)methanol COC1=CC=C(COCC23COC(C2)(C3)CO)C=C1